4-(((4S,11S,15S)-4-benzyl-11,15-bis(tert-butoxycarbonyl)-20,20-dimethyl-2,5,13,18-tetraoxo-19-oxa-3,6,12,14-tetraazaheneicosyl)oxy)benzoic acid C(C1=CC=CC=C1)[C@H](NC(COC1=CC=C(C(=O)O)C=C1)=O)C(NCCCC[C@H](NC(N[C@@H](CCC(OC(C)(C)C)=O)C(=O)OC(C)(C)C)=O)C(=O)OC(C)(C)C)=O